C1(=CC=CC=C1)C(=C)C=1C(=NC=CN1)NCCN1CCCC1 (1-phenylvinyl)-N-(2-(pyrrolidin-1-yl)ethyl)pyrazin-2-amine